1-dodecyl-4-vinylpyridinium bromide [Br-].C(CCCCCCCCCCC)[N+]1=CC=C(C=C1)C=C